CCCCC(=O)O 4-butylcarboxylic acid